BrC=1C=C2CC(NC2=C(C1)F)=O 5-bromo-7-fluoroindolin-2-one